Cl.NC1C(CC2=CC=CC=C12)C 1-amino-2-methylindane hydrochloride